FC(CN1N=NC(=C1)C(=O)OC(C)(C)C)F tert-butyl 1-(2,2-difluoroethyl)-1H-1,2,3-triazole-4-carboxylate